4-(8-Oxa-3-azabicyclo[3.2.1]octan-3-yl)-N-isopentyl-1H-benzo[d]imidazole-1-carboxamide C12CN(CC(CC1)O2)C2=CC=CC=1N(C=NC12)C(=O)NCCC(C)C